2-(5-fluoro-2-methylphenyl)-5-(1-methyl-1H-pyrazol-4-yl)-N4-(1,2,3,4-tetrahydroisoquinolin-7-yl)pyrimidine-2,4-diamine FC=1C=CC(=C(C1)C1(NC=C(C(=N1)NC1=CC=C2CCNCC2=C1)C=1C=NN(C1)C)N)C